ONC(=O)C12CN(CC(CC1)N2C(C2=CC=C(C=C2)OC2=CC=C(C=C2)OC(F)(F)F)=O)C(=O)OCCOC 2-methoxyethyl 1-(hydroxycarbamoyl)-8-(4-(4-(trifluoromethoxy)phenoxy)-benzoyl)-3,8-diazabicyclo[3.2.1]octane-3-carboxylate